OC=1N(N=C2CCC(CC12)N1CCN(CC1)C)C1=CC=C(C#N)C=C1 4-(3-Hydroxy-5-(4-methylpiperazin-1-yl)-4,5,6,7-tetrahydro-2H-indazol-2-yl)benzonitrile